NC=1C(=C(C=C2C=C(N=CC12)NC(OC1CC(C1)CO)=O)C1=C(C2=C(OCCN2)N=C1)C)F (1s,3s)-3-(hydroxymethyl)cyclobutyl (8-amino-7-fluoro-6-(8-methyl-2,3-dihydro-1H-pyrido[2,3-b][1,4]oxazin-7-yl)isoquinolin-3-yl)carbamate